4-bromo-2-(6-azaspiro[2.5]octane-6-ylbenzoyl)-2-(4,4-difluoropiperidin-1-yl)-6-methylpyrimidin BrC1=NC(NC(=C1)C)(N1CCC(CC1)(F)F)C(C1=C(C=CC=C1)N1CCC2(CC2)CC1)=O